BrC=1C(=C(C=CC1)NC1CC2CCC(C1)N2C(=O)OC(C)(C)C)[N+](=O)[O-] Tert-butyl 3-[(3-bromo-2-nitrophenyl) amino]-(endo)-8-azabicyclo[3.2.1]octane-8-carboxylate